5-[(1S,5R)-8-acetyl-3,8-diazabicyclo[3.2.1]octan-3-yl]-1,3-dihydrobenzimidazol-2-one C(C)(=O)N1[C@@H]2CN(C[C@H]1CC2)C2=CC1=C(NC(N1)=O)C=C2